7-cyclopropyl-N-[5-(2,2-difluoroethoxy)-3-fluoro-6-methoxy-2-pyridinyl]imidazo[1,2-a]pyrimidine-3-sulfonamide C1(CC1)C1=NC=2N(C=C1)C(=CN2)S(=O)(=O)NC2=NC(=C(C=C2F)OCC(F)F)OC